triisopropyl-phosphonium chloride [Cl-].C(C)(C)[PH+](C(C)C)C(C)C